(S)-4-methoxy-2-((3-methyl-1-(5-(4-(trifluoromethyl)phenyl)-1,2,4-oxadiazol-3-yl)butyl)carbamoyl)pyridin-3-yl isobutyrate C(C(C)C)(=O)OC=1C(=NC=CC1OC)C(N[C@@H](CC(C)C)C1=NOC(=N1)C1=CC=C(C=C1)C(F)(F)F)=O